(1R,3R,5R)-2-(2-aminobenzoyl)-N-((R)-cyclopropyl(2-fluoro-4-(trifluoromethyl)phenyl)methyl)-2-azabicyclo[3.1.0]hexane-3-carboxamide NC1=C(C(=O)N2[C@@H]3C[C@@H]3C[C@@H]2C(=O)N[C@@H](C2=C(C=C(C=C2)C(F)(F)F)F)C2CC2)C=CC=C1